FC1=C(C=CC=C1)P(C1=C(C=CC=C1)F)Cl Di(o-fluorophenyl)phosphorus chloride